N[C@@H]1CCCC12CCN(CC2)C2=CN=C(C(=N2)C#N)C2=C(C(=CC=C2)Cl)Cl (R)-6-(1-amino-8-azaspiro[4.5]dec-8-yl)-3-(2,3-dichlorophenyl)pyrazine-2-carbonitrile